The molecule is a 6-hydroxyheptanoic acid that has S configuration at the chiral centre. It is an enantiomer of a (6R)-6-hydroxyheptanoic acid. C[C@@H](CCCCC(=O)O)O